C(C1=CC=CC=C1)O[C@@H]1[C@H]([C@H](O)O[C@@H]([C@H]1O[C@H]1[C@H](OCC2=CC=CC=C2)[C@@H](OCC2=CC=CC=C2)[C@@H](OCC2=CC=CC=C2)[C@H](O1)COCC1=CC=CC=C1)COCC1=CC=CC=C1)N1C(C2=CC=CC=C2C1[O-])[O-] 3,6-Di-O-benzyl-2-deoxy-2-(1,3-dioxido-1,3-dihydro-2H-isoindol-2-yl)-4-O-(2,3,4,6-tetra-O-benzyl-beta-D-galactopyranosyl)-beta-D-glucopyranose